C1(=CC=CC=C1)[SiH2]C1=CC=CC=C1 Phenylphenylsilane